8-Benzyl-2-((5-cyclopropylfuran-2-yl)methyl)-6-phenylimidazo[1,2-a]pyrazin-3-yl-acetat C(C1=CC=CC=C1)C=1C=2N(C=C(N1)C1=CC=CC=C1)C(=C(N2)CC=2OC(=CC2)C2CC2)CC(=O)[O-]